N-[5-(2,2-difluoroethyl)-4-methoxy-pyrimidin-2-yl]-6-ethyl-1H-indole-3-sulfonamide FC(CC=1C(=NC(=NC1)NS(=O)(=O)C1=CNC2=CC(=CC=C12)CC)OC)F